C(CCCCCCCCCCC)OS(=O)(=O)[O-].[Na+].C1(\C(\C)=C/C(=O)O1)=O citraconic anhydride sodium dodecyl-sulfate